C(C)N(C1CCN(CC1)C)C=1C(=C(C(=O)O)C=C(C1)C1=CC=C2C(=C1)NC(C21CCOCC1)=O)C (ethyl-(1-methylpiperidin-4-yl)amino)-2-methyl-5-(2-oxo-2',3',5',6'-tetrahydrospiro[indoline-3,4'-pyran]-6-yl)benzoic acid